5-(2,5-diazabicyclo[2.2.1]heptan-2-yl)-2-(2,6-dioxopiperidin-3-yl)-4,7-difluoroisoindoline-1,3-dione C12N(CC(NC1)C2)C=2C(=C1C(N(C(C1=C(C2)F)=O)C2C(NC(CC2)=O)=O)=O)F